C(C)(C)(C)OC(=O)N1C[C@@H](N[C@H](C1)C)C (3S,5S)-3,5-dimethylpiperazine-1-carboxylic acid tert-butyl ester